O[C@@H]1C([C@H](C1)NC(OC(C)(C)C)=O)(C)C |r| rac-tert-butyl ((trans)-3-hydroxy-2,2-dimethylcyclobutyl)carbamate